N-(5-(4,4,5,5-tetramethyl-1,3,2-dioxaborolane-2-yl)pyridin-2-yl)ethanesulfonamide CC1(OB(OC1(C)C)C=1C=CC(=NC1)NS(=O)(=O)CC)C